FC=1C=C(C=C(C1)F)CC=1C=C2C(=NNC2=CC1)NC(=O)C=1C=C(C(=O)OC)C=CC1NC1CCOCC1 methyl 3-[[5-[(3,5-difluorophenyl)methyl]-1H-indazol-3-yl]carbamoyl]-4-(tetrahydropyran-4-ylamino)benzoate